2-[6-bromo-1-oxo-4-(2,2,2-trifluoroethyl)phthalazin-2-yl]-N-(5-fluoropyrimidin-4-yl)acetamide BrC=1C=C2C(=NN(C(C2=CC1)=O)CC(=O)NC1=NC=NC=C1F)CC(F)(F)F